N=1C=C(N2C1C=CC=C2)C(C)(C)NC(=O)C2CN(C2)C2=NC(=NC=C2OC)N2CCN(CC2)C N-(2-{imidazo[1,2-a]pyridin-3-yl}propan-2-yl)-1-[5-methoxy-2-(4-methylpiperazin-1-yl)pyrimidin-4-yl]azetidine-3-carboxamide